ClCC(CO)N1CCC(CC1)NC1=C2C(=NC=3C=C(C(=CC13)OC)OC)CCC2 3-chloro-2-[4-({6,7-dimethoxy-1H,2H,3H-cyclopenta[b]quinolin-9-yl}amino)piperidin-1-yl]propan-1-ol